1-ethyl-4-(1-{5-[4-(propane-2-sulfonyl)phenyl]-1H-pyrrolo[2,3-b]pyridine-3-carbonyl}piperidin-4-yl)piperazine C(C)N1CCN(CC1)C1CCN(CC1)C(=O)C1=CNC2=NC=C(C=C21)C2=CC=C(C=C2)S(=O)(=O)C(C)C